methyl 6-{3-[(3-{[(1R,2S)-2-fluorocyclopropyl]carbamoyl}-8-{[(4-methoxyphenyl)methyl](methyl)amino}imidazo[1,2-b]pyridazin-6-yl)amino]-2-methoxyphenyl}pyridine-3-carboxylate F[C@@H]1[C@@H](C1)NC(=O)C1=CN=C2N1N=C(C=C2N(C)CC2=CC=C(C=C2)OC)NC=2C(=C(C=CC2)C2=CC=C(C=N2)C(=O)OC)OC